N-((1R,3r,5S,6r)-3-(6-chloro-1H-indazol-4-yl)-3-hydroxybicyclo[3.1.0]hexan-6-yl)benzamide ClC1=CC(=C2C=NNC2=C1)C1(C[C@H]2C([C@H]2C1)NC(C1=CC=CC=C1)=O)O